BrC=1C=C2C(N(C=NC2=CC1)CCC(C)C)=O 6-bromo-3-isopentylquinazolin-4(3H)-one